SC=1C(=CC=2C(CCC(C2C1)(C)C)(C)C)B(O)O (3-mercapto-5,5,8,8-tetramethyl-5,6,7,8-tetrahydronaphthalen-2-yl)boronic acid